COC1=CC(=C(COC2=CC=C3C=CC4=CC=CC5=CC=C2C3=C54)C=C1OC)[N+](=O)[O-] 8-(4,5-Dimethoxy-2-nitrobenzyloxy)pyrene